2-(Methylamino)-4-(3-fluoro-4-(trifluoromethyl)phenyl)butanoic acid CNC(C(=O)O)CCC1=CC(=C(C=C1)C(F)(F)F)F